C(C)(C)(C)O[C@H](C(=O)OCC)C1=C(C2=C(N=C(S2)C=2C=C3C(=NN(C3=CC2)C)N2C[C@H](CC2)N(C)C(=O)OC(C)(C)C)C=C1C)C1=CC=C(C=C1)Cl (S)-ethyl 2-(tert-butoxy)-2-(2-(3-((S)-3-((tert-butoxycarbonyl) (methyl)amino)pyrrolidin-1-yl)-1-methyl-1H-indazol-5-yl)-7-(4-chlorophenyl)-5-methylbenzo[d]thiazol-6-yl)acetate